P(=O)(OCC1=CC=CC=C1)(OCC1=CC=CC=C1)OCC1=C(C=CC=C1)O dibenzyl (2-hydroxybenzyl) phosphate